O=C1N(C=NN1)C(C(=O)OCC)C ethyl 2-(5-oxo-4,5-dihydro-1H-1,2,4-triazol-4-yl)propanoate